7-chloro-1-(2-(dimethylamino)ethyl)-N-(4-(1-(ethylsulfonyl)-1H-indol-3-yl)pyrimidin-2-yl)-1H-indazole-5-amine ClC=1C=C(C=C2C=NN(C12)CCN(C)C)NC1=NC=CC(=N1)C1=CN(C2=CC=CC=C12)S(=O)(=O)CC